3-(thiazolo[5,4-b]pyridin-7-yl)cyclobutan-1-ol N1=CSC2=NC=CC(=C21)C2CC(C2)O